NC(C(=O)N(CC1=CC=C(C=C1)OC)CC(OCC)OCC)C 2-amino-N-(2,2-diethoxyethyl)-N-(4-methoxybenzyl)propionamide